2-[1-[rac-(3R)-3-[3-[(1-methylazetidin-3-yl)carbamoyl]phenyl]-3-[[rac-(7S)-7-(1-methylcyclopropyl)-5,6,7,8-tetrahydroacridine-2-carbonyl]amino]propyl]-4-piperidyl]acetic acid CN1CC(C1)NC(=O)C=1C=C(C=CC1)[C@@H](CCN1CCC(CC1)CC(=O)O)NC(=O)C1=CC2=CC=3C[C@H](CCC3N=C2C=C1)C1(CC1)C |r|